[5-(4-aminocinnolin-7-yl)-2-methoxy-4-thiazol-2-yl-phenyl]boronic acid formate salt C(=O)O.NC1=CN=NC2=CC(=CC=C12)C=1C(=CC(=C(C1)B(O)O)OC)C=1SC=CN1